C(C)(C)C1=NC=C(C(=N1)C(=O)O)SC1=CC=CC=C1 2-isopropyl-5-(phenylsulfanyl)pyrimidine-4-carboxylic acid